NCCCCCCCCCCCC(=O)NC1=C2C(N(C(C2=CC=C1)=O)[C@H](CS(=O)(=O)C)C1=CC(=C(C=C1)OC)OCC)=O (S)-12-amino-N-(2-(1-(3-ethoxy-4-methoxyphenyl)-2-(methylsulfonyl)ethyl)-1,3-dioxoisoindolin-4-yl)dodecanamide